(3,7-dimethylocta-2,6-diene-1-yl)-3-hydroxy-5-pentylphenolate CC(=CCC1=C(C=C(C=C1O)CCCCC)[O-])CCC=C(C)C